ClP(C1=C(C=CC=C1)C)C1=C(C=CC=C1)C chlorodi(o-tolyl)phosphine